12Z-Nonadecenal C(C=CCCCCCCCCCCCCCCCC)=O